3,3',5,5'-Biphenyltetracarboxylic acid C1(=CC(=CC(=C1)C(=O)O)C(=O)O)C1=CC(=CC(=C1)C(=O)O)C(=O)O